1,1,2,3,4,4-hexafluorotetrachlorobutane FC(C(C(C(F)(F)Cl)(F)Cl)(F)Cl)(F)Cl